(1-(2-azabicyclo[2.1.1]hex-5-yl)-6-fluoro-7-(3-hydroxynaphthalen-1-yl)-4-(((S)-1-methylpyrrolidin-2-yl)methoxy)-3-phenyl-1H-pyrrolo[3,2-c]quinolin-8-yl)propionitrile C12NCC(C1N1C=C(C=3C(=NC=4C(=C(C(=CC4C31)C(C#N)C)C3=CC(=CC1=CC=CC=C31)O)F)OC[C@H]3N(CCC3)C)C3=CC=CC=C3)C2